N1(CCNCCC1)S(=O)(=O)C1=C2C=CNC(C2=CC=C1)=O 5-(1,4-diazepan-1-ylsulfonyl)-2H-isoquinolin-1-one